1-[11-Fmoc-amino-3,6,9-trioxaundecyloxy]-3-dimethoxymethyl-benzene C(=O)(OCC1C2=CC=CC=C2C2=CC=CC=C12)C(COCCOCCOCCOC1=CC(=CC=C1)C(OC)OC)N